COC=1C(=CC=2C(=C3C(=NC2C1)CCOCC3)N[C@H]3CN(CCC3)C)OC (3R)-N-{8,9-dimethoxy-1H,2H,4H,5H-oxepino[4,5-b]quinolin-11-yl}-1-methylpiperidin-3-amine